Ethyl 4-(3-ethoxyphenyl)-2,4-dioxobutanoate C(C)OC=1C=C(C=CC1)C(CC(C(=O)OCC)=O)=O